N[C@@H]1CC[C@H](CC1)OC1=CC=C2C(CC(C=3C(=NC=NC23)N)(C)C)=C1N 8-(trans-4-aminocyclohexyloxy)-5,5-dimethyl-6H-benzo[H]quinazoline-4,7-diamine